antimonyl-sulfur-selenide [Sb](=O)#[S]=[Se]